N-[(2R)-1-hydroxypropan-2-yl]-5-phenyl-6-[4-(trifluoromethyl)phenoxy]pyridine-3-carboxamide OC[C@@H](C)NC(=O)C=1C=NC(=C(C1)C1=CC=CC=C1)OC1=CC=C(C=C1)C(F)(F)F